CC1(CC2=C(SCC(N2)C(=O)O)C(C1)=NC1=CC=C(C=C1)OCCCCCCCC)C 6,6-dimethyl-8-((4-(octyloxy)phenyl)imino)-3,4,5,6,7,8-hexahydro-2H-benzo[b][1,4]thiazin-3-carboxylic acid